N-(3-phenylnaphthyl)-5-fluoro-2-phenyl-indole-13C C1(=CC=CC=C1)C=1C=C(C2=CC=CC=C2C1)N1[13C](=CC2=CC(=CC=C12)F)C1=CC=CC=C1